FC1=CC=C(C(=O)N2[C@@H](C=3N(CC2)C(=NC3N(C(COC)=O)C)C3=NC(=NS3)C)C)C=C1 (R)-N-(7-(4-fluorobenzoyl)-8-methyl-3-(3-methyl-1,2,4-thiadiazol-5-yl)-5,6,7,8-tetrahydroimidazo[1,5-a]pyrazin-1-yl)-2-methoxy-N-methylacetamide